COC1=C(CNC=2C=3N(C4=C(C(=CC=C4N2)C(=O)O)F)C=NC3)C=CC(=C1)OC 4-((2,4-dimethoxybenzyl)amino)-9-fluoroimidazo[1,5-a]quinoxaline-8-carboxylic acid